propenoethyl ketone C1(CC=CC1)C(=O)C1CC=CC1